CC1=NC2=CC=C(C=C2C(=C1)C1=NC=CN=C1)C(=O)O 2-methyl-4-(pyrazin-2-yl)quinoline-6-carboxylic acid